BrC=1C(=CC(=C(C1)C=1C=C2C(=NN=C(C2=CC1)NCC1=C(C=C(C=C1)OC)OC)C)OC)Cl 6-(5-bromo-4-chloro-2-methoxyphenyl)-N-[(2,4-dimethoxyphenyl)methyl]-4-methylphthalazin-1-amine